FC1=C(C(=O)NC2=C(C=CC=C2)C(NCCN2CCN(CC2)C)=O)C(=CC=C1)F 2,6-difluoro-N-(2-((2-(4-methylpiperazin-1-yl)ethyl)carbamoyl)phenyl)benzamide